[Cl-].C(CCCCCCCCCCCCCCCCCCCCC)[N+](C)(C)C Docosyltrimethylammonium chlorid